tetradecamidopropyl-dimethylamine C(CCCCCCCCCCCCC)(=O)NCCCN(C)C